tert-butyl (6-nitropyridin-3-yl)carbamate [N+](=O)([O-])C1=CC=C(C=N1)NC(OC(C)(C)C)=O